Cl.C(C)(C)C1=CC(=NN1)C(=O)O 5-isopropyl-1H-pyrazole-3-carboxylic acid hydrochloride